cis-3-methyl-6-((4-(1-methyl-1H-1,2,4-triazol-3-yl)-5-(trifluoromethyl)pyridin-2-yl)carbamoyl)-6-azabicyclo[3.1.1]heptane-1-carboxylic acid CC1CC2(N(C(C1)C2)C(NC2=NC=C(C(=C2)C2=NN(C=N2)C)C(F)(F)F)=O)C(=O)O